C1(CC1)C1=C(C=CC(=C1)N1CCN(CC1)C)NC1=NC=C(C(=N1)NCCCN1C(CCCCC1)=O)C(F)(F)F 1-(3-((2-((2-cyclopropyl-4-(4-methylpiperazin-1-yl)phenyl)amino)-5-(trifluoromethyl)pyrimidin-4-yl)amino)propyl)azepan-2-one